1-(9Z-heptadecenoyl)-2-(6Z,9Z,12Z,15Z-octadecatetraenoyl)-glycero-3-phosphocholine CCCCCCC/C=C\CCCCCCCC(=O)OC[C@H](COP(=O)([O-])OCC[N+](C)(C)C)OC(=O)CCCC/C=C\C/C=C\C/C=C\C/C=C\CC